C(C=C)(=O)O.C(C=C)(=O)O.C(C=C)(=O)O.C(O)C(CC)(CO)CO.C(O)C(CC)(CO)CO di(trimethylolpropane) triacrylate